octadecenylammonium hydroxide [OH-].C(=CCCCCCCCCCCCCCCCC)[NH3+]